(R)-6-chloro-5'-(5-chloro-2-methylphenyl)-3'-isopropyl-2'-(4-methoxy-6-(trifluoromethyl)pyridin-3-yl)-3'H-spiro[indoline-3,4'-pyrrolo[3,4-d]Imidazole]-2,6'(5'H)-dione ClC1=CC=C2C(=C1)NC([C@@]21N(C(C=2N=C(N(C21)C(C)C)C=2C=NC(=CC2OC)C(F)(F)F)=O)C2=C(C=CC(=C2)Cl)C)=O